COCCC(=O)N(CCCC)CCCC 3-methoxy-N,N-dibutylpropanamide